CN(C1[NH+](CCC(N1C)C(C)=O)C)C 2-dimethylamino-4-acetyl-1,3-dimethyl-1,4,5,6-tetrahydropyrimidinium